2-(2-chlorophenyl)-N-[4-(2,4-dioxo-1,2,3,4-tetrahydronaphtho[1,2-b][1,4]diazepin-5-yl)phenyl]phenyl-N-methylethanesulfonamide ClC1=C(C=CC=C1)C1=C(C=CC=C1)C(C)S(=O)(=O)N(C)C1=CC=C(C=C1)N1C2=C(NC(CC1=O)=O)C1=CC=CC=C1C=C2